(2R)-2-(tert-Butoxycarbonylamino)-4-(1-methyl-5-nitro-benzoimidazol-2-yl)butanoic acid C(C)(C)(C)OC(=O)N[C@@H](C(=O)O)CCC1=NC2=C(N1C)C=CC(=C2)[N+](=O)[O-]